C1(CC1)C1=CC=C(C=N1)C=1C=C(C=CC1)N(C(=O)[C@@H]1CC[C@H](CC1)O)C[C@@H]1CC[C@H](CC1)C1=CC(=C(C=C1)OC)C trans-N-(3-(6-Cyclopropylpyridin-3-yl)phenyl)-4-hydroxy-N-((trans-4-(4-methoxy-3-methylphenyl)cyclohexyl)methyl)cyclohexanecarboxamide